NCC(=O)N1C(C=2N(CC1)C(=C(N2)C2=CC(=C(C=C2)F)F)NC2=NC=C(C=C2)Cl)(C)C 2-amino-1-(3-((5-chloropyridin-2-yl)amino)-2-(3,4-difluorophenyl)-8,8-dimethyl-5,6-dihydroimidazo[1,2-a]pyrazin-7(8H)-yl)ethan-1-one